5-[(1S,3R,4S,5R)-5-[[5-cyclopropyl-3-(2,6-dichlorophenyl)-1,2-oxazol-4-yl]methoxy]-3-methyl-2-azabicyclo[2.2.1]heptan-2-yl]-N-(oxane-4-sulfonyl)pyridine-2-carboxamide C1(CC1)C1=C(C(=NO1)C1=C(C=CC=C1Cl)Cl)CO[C@H]1[C@@H]2[C@H](N([C@H](C1)C2)C=2C=CC(=NC2)C(=O)NS(=O)(=O)C2CCOCC2)C